CN1N=CC(=C1C(=O)OC(C)(C)C)C1=NC=C(C=N1)OS(=O)(=O)C tert-Butyl 2-methyl-4-(5-methylsulfonyloxypyrimidin-2-yl)pyrazole-3-carboxylate